tert-Butyl 3-(5-formyl-3-methylfuran-2-carboxamido)azetidine-1-carboxylate C(=O)C1=CC(=C(O1)C(=O)NC1CN(C1)C(=O)OC(C)(C)C)C